CN1N=C(C(=C1)C1=CC=CC2=C1NC(=NS2(=O)=O)NC2=CC=C(C=C2)C(C)C)C 5-(1,3-dimethyl-1H-pyrazol-4-yl)-3-((4-isopropylphenyl)amino)-4H-benzo[e][1,2,4]thiadiazine 1,1-dioxide